BrC1=CC(=C2C(C=CN(C2=C1)C(C)C)=O)Cl 7-Bromo-5-chloro-1-isopropylquinolin-4(1H)-one